Tetradec-13-ene-13-carbonitrile CCCCCCCCCCCCC(=C)C#N